6-(trifluoromethoxy)quinoline-3-carboxylic acid FC(OC=1C=C2C=C(C=NC2=CC1)C(=O)O)(F)F